ClC1=C(C=C(C=C1)CNC1=NC(=C2C(=N1)N(N=C2)C2CCOCC2)NC2=NNC(=C2)C)NC2CCS(CC2)(=O)=O 4-({2-chloro-5-[({4-[(5-methyl-1H-pyrazol-3-yl)amino]-1-(tetrahydro-2H-pyran-4-yl)-1H-pyrazolo[3,4-d]pyrimidin-6-yl}amino)methyl]phenyl}amino)tetrahydro-2H-thiopyran-1,1-dioxide